C(C1=CC=CC=C1)OC(N(CCC1=CC=CC=C1)Br)=O bromophenethylcarbamic acid benzyl ester